6-[(3R)-3-methylmorpholin-4-yl]-1-(1H-pyrazol-5-yl)-4-[2-(trifluoromethyl)phenyl]-2H-pyrazolo[3,4-b]pyridin-3-one C[C@H]1N(CCOC1)C1=CC(=C2C(=N1)N(NC2=O)C2=CC=NN2)C2=C(C=CC=C2)C(F)(F)F